(S)-N-((3-((R)-1-cyclopropylethyl)bicyclo[4.2.0]octa-1,3,5-trien-2-yl)carbamoyl)-2-(2-hydroxypropan-2-yl)thiazole-5-sulfonimidamide C1(CC1)[C@@H](C)C=1C(=C2CCC2=CC1)NC(=O)N[S@@](=O)(=N)C1=CN=C(S1)C(C)(C)O